BrC1=CC(=C(C(=O)OC)C(=C1)C)O methyl 4-bromo-2-hydroxy-6-methylbenzoate